[Si](C)(C)(C(C)(C)C)O[C@@H]1C[C@H](N(C1)C(=O)OC(C)(C)C)C(N)=S tert-Butyl (2S,4R)-4-[tert-butyl(dimethyl)silyl]oxy-2-carbamothioylpyrrolidine-1-carboxylate